[C@H]12OC[C@H](N(C1)C(=O)C1=CC(=CC=C1)C1=C3C(=NC=C1)C=C(O3)C3=CC(=C(C=C3)S(=O)(=O)C)F)C2 ((1R,4R)-2-oxa-5-azabicyclo[2.2.1]heptan-5-yl)(3-(2-(3-fluoro-4-(methylsulfonyl)phenyl)furo[3,2-b]pyridin-7-yl)phenyl)methanone